ClC1=CC=C(C=C1)[C@@H](CC(=O)OC)C#N methyl (R)-3-(4-chlorophenyl)-3-cyanopropanoate